CNC(=O)C1CC=NO1 N-methyl-4,5-dihydroisoxazole-5-carboxamide